N,N-dimethyl-1-(1,2,3,4-tetrahydroisoquinolin-6-yl)methylamine CN(C)CC=1C=C2CCNCC2=CC1